CN(C(COC[C@@H]1[C@H](C1)C(=O)OC)=O)C |o1:6,7| rel-methyl (1S,2S)-2-((2-(dimethylamino)-2-oxoethoxy)methyl)cyclopropane-1-carboxylate